NC=1SC2=C(N1)CC[C@@H](C2)N(CCC)CC2CCN(CC2)C(=O)C=2C=NC(=CC2)F (S)-(4-(((2-Amino-4,5,6,7-tetrahydrobenzo[d]thiazol-6-yl)(propyl)amino)methyl)piperidin-1-yl)(6-fluoropyridin-3-yl)methanone